COC=1C=C(OCC2(CC2)CC(=O)OC)C=C(C1)[N+](=O)[O-] methyl 2-(1-((3-methoxy-5-nitrophenoxy)methyl)cyclopropyl)acetate